CC1(NC[C@H](C1)C)C (4S)-2,2,4-trimethylpyrrolidin